ClC1=C(C=C(C=C1)OC)C1=CC=2NC(N(C(C2S1)=O)C1=C2C(=CN=C1)SC(=C2C)C(=O)O)=O 4-[6-(2-chloro-5-methoxy-phenyl)-2,4-dioxo-1H-thieno[3,2-d]pyrimidin-3-yl]-3-methyl-thieno[2,3-C]pyridine-2-carboxylic acid